CN(CC(C)C)C 1-(Dimethylamino)-2-methylpropan